1-methyl-6-nitroisochroman-4-one CC1OCC(C2=CC(=CC=C12)[N+](=O)[O-])=O